(S)-biphenyl C1(=CC=CC=C1)C1=CC=CC=C1